2-(6-(cyclopentyloxy)-4-(3-((4-methyl-4H-1,2,4-triazol-3-yl)methyl)oxetan-3-yl)pyridin-2-yl)-6-(((1-methylcyclobutyl)amino)methyl)-4-(trifluoromethyl)isoindolin-1-one C1(CCCC1)OC1=CC(=CC(=N1)N1C(C2=CC(=CC(=C2C1)C(F)(F)F)CNC1(CCC1)C)=O)C1(COC1)CC1=NN=CN1C